nitric, chloride [N+](=O)([O-])Cl